Resorcin Phenylcarbonat C1(=CC=CC=C1)OC(O)=O.C1(O)=CC(O)=CC=C1